ClC1=CC2=C(N=CN(C2=O)CC2(CCN(CC2)C(C2=CC=C(C=C2)C)=O)O)N1C1=CC(=C(C=C1)[C@@H]1NC[C@H](OC1)C)C 6-Chloro-3-((4-hydroxy-1-(4-methylbenzoyl)piperidin-4-yl)methyl)-7-(3-methyl-4-((3s,6r)-6-methylmorpholin-3-yl)phenyl)-3,7-dihydro-4H-pyrrolo[2,3-d]pyrimidin-4-one